1-(6-aminobenzo[d][1,3]dioxol-5-yl)-4-hydroxybutan-1-one NC=1C(=CC2=C(OCO2)C1)C(CCCO)=O